ClC1=CC=C(C=C1)C1CCC(=CC1)C1=C(C=C(C(=C1)OC)N)F 4''-Chloro-2-fluoro-5-methoxy-2',3',4',5'-tetrahydro-[1,1':4',1''-terphenyl]-4-amine